ethyl 4,4-dimethylpentanoate CC(CCC(=O)OCC)(C)C